4-(3-chloro-5-fluoro-phenoxy)-2,2-difluoro-7-(trifluoromethylsulfanyl)indan-1-one ClC=1C=C(OC2=C3CC(C(C3=C(C=C2)SC(F)(F)F)=O)(F)F)C=C(C1)F